ClC=1C(=NC=CC1)NC(=O)C12C[C@H]3N([C@H](CC(C1)C3)C2)C2=NC=C(C=C2)C=2C=3N(C=C(C2)C=2C=NN(C2)C)N=CC3C#N (1R,3S,5s,7s)-N-(3-chloropyridin-2-yl)-2-(5-(3-cyano-6-(1-methyl-1H-pyrazol-4-yl)pyrazolo[1,5-a]pyridin-4-yl)pyridin-2-yl)-2-azaadamantane-5-carboxamide